OCCC1=NC=CC=C1C (2-hydroxyethyl)-3-methylpyridin